methoxyphenyl-p-phenylendiamin CON(C1=CC=C(C=C1)N)C1=CC=CC=C1